N1C=CC2=CC(=CC=C12)CN1[C@H]2CC(C[C@@H]1CC2)NC(=O)C2=CC=C1C=CNC1=C2 N-((1R,3s,5S)-8-((1H-indol-5-yl)methyl)-8-azabicyclo[3.2.1]octan-3-yl)-1H-indole-6-carboxamide